(5-isopropyl-1H-pyrazol-3-yl)[(1R,5S,6r)-6-(5-methyl-4-phenyl-4H-1,2,4-triazol-3-yl)-3-azabicyclo[3.1.0]hex-3-yl]methanone C(C)(C)C1=CC(=NN1)C(=O)N1C[C@H]2C([C@H]2C1)C1=NN=C(N1C1=CC=CC=C1)C